C(C)OC(=O)C1=NC2=CC=CC=C2N=C1SC1=C(C=CC=C1)Br 2-ethoxycarbonyl-3-(2-bromophenylthio)-quinoxaline